O1CCN(CC1)C1=CC=C(C=O)C=C1 4-morpholinobenzaldehyde